3-(4-((4-(4-(3-((4-((3-chloro-4-fluorophenyl)amino)-7-methoxyquinazolin-6-yl)oxy)propyl)piperazin-1-yl)-4-oxobutyl)thio)-1-oxoisoindolin-2-yl)piperidine-2,6-dione ClC=1C=C(C=CC1F)NC1=NC=NC2=CC(=C(C=C12)OCCCN1CCN(CC1)C(CCCSC1=C2CN(C(C2=CC=C1)=O)C1C(NC(CC1)=O)=O)=O)OC